2-[1-[2-(4,4-dimethyl-1-piperidyl)-4-oxo-6-(trifluoromethyl)chromen-8-yl]ethylamino]benzoic acid CC1(CCN(CC1)C=1OC2=C(C=C(C=C2C(C1)=O)C(F)(F)F)C(C)NC1=C(C(=O)O)C=CC=C1)C